C(#N)C1=CC=C(S1)C(NCCOCCOCCOCCOC1=CC=C(C=C1)CCC(=O)O)=O 3-(4-((1-(5-cyanothiophen-2-yl)-1-oxo-5,8,11-trioxa-2-azatridecan-13-yl)oxy)phenyl)propanoic acid